N-[(trifluoromethyl)sulfonyl]-L-valine t-butyl ester C(C)(C)(C)OC([C@@H](NS(=O)(=O)C(F)(F)F)C(C)C)=O